4-Hydroxyaniline-d3 OC=1C=C(C(N([2H])[2H])=CC1)[2H]